(3R)-3-(4-Chlorophenyl)-2-[(5-chloropyrimidin-2-yl)methyl]-4-fluoro-6-[1-hydroxy-1-(1-methyl-1H-imidazol-4-yl)propyl]-3-[(3S)-oxolan-3-yloxy]-2,3-dihydro-1H-isoindol-1-on ClC1=CC=C(C=C1)[C@@]1(N(C(C2=CC(=CC(=C12)F)C(CC)(C=1N=CN(C1)C)O)=O)CC1=NC=C(C=N1)Cl)O[C@@H]1COCC1